phenyl (3,3-dimethyl-2,3-dihydrobenzofuran-6-yl)carbamate CC1(COC2=C1C=CC(=C2)NC(OC2=CC=CC=C2)=O)C